2-(3-tert-butyl-2-hydroxy-5-methylphenyl)-5-chloro-2H-benzotriazole C(C)(C)(C)C=1C(=C(C=C(C1)C)N1N=C2C(=N1)C=CC(=C2)Cl)O